The molecule is a tertiary alcohol that is cyclohexanol substituted at positions 1 and 2 by 3-methoxyphenyl and dimethylaminomethyl groups respectively. It is a tertiary amino compound, a tertiary alcohol and an aromatic ether. It derives from a cyclohexanol. CN(C)CC1CCCCC1(C2=CC(=CC=C2)OC)O